C1(CC1)C=1C=2C=3N(C(=NC2C=CC1)N[C@H]1C(NCCCC1)=O)N=C(N3)C=3C=NN(C3)C (3R)-3-{[10-cyclopropyl-2-(1-methyl-1H-pyrazol-4-yl)[1,2,4]triazolo[1,5-c]quinazolin-5-yl]amino}azepan-2-one